COP(OC)(=O)CCCCCCCCCCCCCCCCCC Dimethylstearylphosphonate